Cl.N[C@@H]1[C@H](CN(CC1)C1=CC(=NC=C1C=1C=NN(C1)C(F)F)NC1=NC(=NC=C1)C1=C(C=CC=C1OC)F)F N-(4-((3S,4S)-4-amino-3-fluoropiperidin-1-yl)-5-(1-(difluoromethyl)-1H-pyrazol-4-yl)pyridin-2-yl)-2-(2-fluoro-6-methoxyphenyl)pyrimidin-4-amine hydrochloride